FC=1C=C(C=CC1[C@H]1[C@H](CCC2=CC(=CC=C12)O)C1CCOCC1)N1CCC(CC1)CN1CCN(CC1)C=1C=C2CN(C(C2=CC1)=O)C1CNCCC1 3-(5-(4-((1-(3-Fluoro-4-((1S,2R)-6-hydroxy-2-(tetrahydro-2H-pyran-4-yl)-1,2,3,4-Tetrahydronaphthalen-1-yl)phenyl)piperidin-4-yl)methyl)piperazin-1-yl)-1-oxoisoindolin-2-yl)piperidine